FC=1C=C(C=CC1)N(N=C(C1=NC(=NC=C1C1=C(C=CC=C1)Cl)NC1=CC=C(C=C1)C#N)C1=NC(=NC=C1C1=C(C=CC=C1)Cl)NC1=CC=C(C=C1)C#N)C(=O)N 2-chlorophenyl-2-(4-cyanophenylamino)-pyrimidin-4-ylketone-N-(3-fluorophenyl) semicarbazone